Cl.FC1(O[C@H]([C@H](NC1([2H])[2H])CNC1=NC=C(C=N1)C(F)(F)F)C)F N-(((2S,3R)-6,6-Difluoro-2-methylmorpholin-3-yl-5,5-d2)methyl)-5-(trifluoromethyl)pyrimidin-2-amine hydrochloride